FC12CC(C1)(C2)CNCC=2NC1=CC(=CC=C1C2)CNC(OC(C)(C)C)=O tert-butyl N-[[2-[[(3-fluoro-1-bicyclo[1.1.1]pentanyl)methylamino]methyl]-1H-indol-6-yl]methyl]carbamate